2-methyl-1-(2-(2-(((3R,4S)-3-methyl-1-(morpholinosulfonyl)piperidin-4-yl)amino)-5-(trifluoromethyl)pyrimidin-4-yl)thiazol-5-yl)propan-2-ol CC(CC1=CN=C(S1)C1=NC(=NC=C1C(F)(F)F)N[C@@H]1[C@@H](CN(CC1)S(=O)(=O)N1CCOCC1)C)(C)O